COC1=C(C=C(C=C1[N+](=O)[O-])CCS)C1=NN(C=C1)C 2-[4-Methoxy-3-(1-methylpyrazol-3-yl)-5-nitrophenyl]ethanethiol